(1-(3-fluoro-4-(methoxymethyloxy)phenyl)-5-methyl-1H-1,2,3-triazol-4-yl)methanol FC=1C=C(C=CC1OCOC)N1N=NC(=C1C)CO